6-[3-(2-methoxy-4-methylsulfonyl-anilino)prop-1-ynyl]-N-(1-methyl-4-piperidyl)-1-(2,2,2-trifluoroethyl)indazole-4-carboxamide COC1=C(NCC#CC=2C=C(C=3C=NN(C3C2)CC(F)(F)F)C(=O)NC2CCN(CC2)C)C=CC(=C1)S(=O)(=O)C